N1=C(C=CC=C1)C1(CCC1)C(=O)N (pyridin-2-yl)cyclobutane-1-carboxamide